CC(=CCC/C(=C/CC/C(=C/CC/C(=C/CC/C(=C/CC/C(=C/CC/C(=C/CC/C(=C/CC/C(=C/CC/C(=C/CC/C(=C/CO)/C)/C)/C)/C)/C)/C)/C)/C)/C)/C)C The molecule is a long-chain primary fatty alcohol that is the all-trans-isomer of undecaprenol. It is a member of undecaprenols and a long-chain primary fatty alcohol.